3-Bromopyrazolo[1,5-a]pyrimidine-7-carboxylic acid BrC=1C=NN2C1N=CC=C2C(=O)O